N6-(2,3-dihydro-1H-inden-4-yl)-4-methyl-1H-pyrazolo[3,4-d]pyrimidine-3,6-diamine C1CCC2=C(C=CC=C12)NC1=NC(=C2C(=N1)NN=C2N)C